ClC=1C=C2C(N(C(NC2=CC1)=O)CC1=CC=C(C=C1)S(=O)(=O)N1CCCCC1)(C1=CC=CC=C1)O 6-Chloro-4-hydroxy-4-phenyl-3-(4-(piperidin-1-ylsulfonyl)benzyl)-3,4-dihydroquinazolin-2(1H)-one